O=S1(N(CC(N1)=O)C1=C(C=C(C=C1O)NS(=O)(=O)CCCC)F)=O N-[4-(1,1-dioxido-4-oxo-1,2,5-thiadiazolidin-2-yl)-3-fluoro-5-hydroxyphenyl]butane-1-sulfonamide